N-(3-methoxy-4-(3-methyl-6-((3-oxo-3,4-dihydropyrazin-2-yl)amino)-1H-pyrazolo[4,3-c]pyridin-1-yl)phenyl)-1-methyl-1H-pyrazole-4-sulfonamide COC=1C=C(C=CC1N1N=C(C=2C=NC(=CC21)NC2=NC=CNC2=O)C)NS(=O)(=O)C=2C=NN(C2)C